2,3-dihydroquinazolinone potassium lauroyl-sarcosinate C(CCCCCCCCCCC)(=O)N(C)CC(=O)[O-].[K+].N=1C(NC=C2C=CC=CC12)=O